C[C@@H]\\1/C=C/C(=C/[C@H](C/C=C/C(=C\\CC[C@@H](/C=C/C=C/[C@@H]([C@H](OC(=O)/C(=C1)/C)/C(=C/C=C(\\C)/CNC(=O)[C@H](CO)NC=O)/C)C)OC)/C)OC)/C The molecule is a macrolide that is isolated from the marine tunicate Eudistoma cf. rigida and exhibits potent in vitro cytotoxic activity. It has a role as a marine metabolite and an antineoplastic agent. It is a macrolide, an ether and a member of formamides. It derives from a L-serine.